[Sb].[Ni].[Ti] Titanium-nickel-antimony